3-(6-(Benzyl(cyclopropyl)amino)-1-methyl-1H-pyrazolo[3,4-d]pyrimidin-3-yl)-2,6-difluoro-5-(trifluoromethyl)phenol C(C1=CC=CC=C1)N(C1=NC=C2C(=N1)N(N=C2C=2C(=C(C(=C(C2)C(F)(F)F)F)O)F)C)C2CC2